C(C)(C)(C)C1=CC=C(C=C1)C(C(=O)OCC)C#N ethyl 2-(4-tert-butylphenyl)-2-cyanoacetate